11-(3-tridecylbicyclo[1.1.1]pent-1-yl)undecanoic acid C(CCCCCCCCCCCC)C12CC(C1)(C2)CCCCCCCCCCC(=O)O